5-methyl-N4-(3-methyl-1H-indazol-6-yl)-N2-(4-(4-methylpiperazin-1-yl)phenyl)-pyrimidine-2,4-diamine CC=1C(=NC(=NC1)NC1=CC=C(C=C1)N1CCN(CC1)C)NC1=CC=C2C(=NNC2=C1)C